CC(C(=O)O)=CCCCC 2-methylhept-2-enoic acid